N(=O)OCC1=CC=C(C=C1)C1=CC=CC=C1 [1,1'-biphenyl]-4-ylmethyl nitrite